7-(4,4-difluoropiperidin-1-yl)-N'-(4-nitro-2-(6-azaspiro[2.5]octan-6-yl)benzoyl)furo[2,3-c]pyridine-5-carboxylic acid hydrazide FC1(CCN(CC1)C=1N=C(C=C2C1OC=C2)C(=O)NNC(C2=C(C=C(C=C2)[N+](=O)[O-])N2CCC1(CC1)CC2)=O)F